C(#N)CC1CC(C1)(C1=NN=CN1C)C=1C=C(C=CC1)NC(=O)C=1C=2N(C=C(C1)CN1CCCCC1)C=CN2 N-(3-(3-(cyanomethyl)-1-(4-methyl-4H-1,2,4-triazol-3-yl)cyclobutyl)phenyl)-6-(piperidin-1-ylmethyl)imidazo[1,2-a]pyridine-8-carboxamide